C(C)(C)(C)OC(=O)N[C@@H](C(=O)N[C@H](C(=O)OC)C)CC=1N=CNC1 methyl (2S)-2-[[(2R)-2-(tert-butoxycarbonylamino)-3-(1H-imidazol-4-yl) propanoyl]amino]propanoate